(R)-5-((1-(2-(1-((5-bromo-2-nitropyridin-3-yl)oxy)ethyl)-4-fluorophenyl)-3-(trifluoromethyl)-1H-pyrazol-5-yl)methyl)-1-methyl-1H-pyrazole BrC=1C=C(C(=NC1)[N+](=O)[O-])O[C@H](C)C1=C(C=CC(=C1)F)N1N=C(C=C1CC1=CC=NN1C)C(F)(F)F